OCC1C[C@H](N(C1)C(=O)OC(C)(C)C)C(=O)OC |r| O1-tert-butyl O2-methyl rac-(2S)-4-(hydroxymethyl)pyrrolidine-1,2-dicarboxylate